8-(4-fluorophenyl)-N-methyl-6,9-dioxo-5-(4-(trifluoromethyl)benzyl)-2,5,8-triazaspiro[3.5]nonane-2-carboxamide FC1=CC=C(C=C1)N1CC(N(C2(CN(C2)C(=O)NC)C1=O)CC1=CC=C(C=C1)C(F)(F)F)=O